7-bromo-3-((3-oxo-3-(piperidin-4-yloxy)propyl)amino)benzo[e][1,2,4]triazine-1,4-dioxide hydrobromide Br.BrC1=CC2=C([N+](=C(N=[N+]2[O-])NCCC(OC2CCNCC2)=O)[O-])C=C1